Tert-butyl (2-(1,3-difluoronaphthalen-2-yl)ethyl)carbamate FC1=C(C(=CC2=CC=CC=C12)F)CCNC(OC(C)(C)C)=O